4-(4-fluorophenyl-1-(1-(methylsulfonyl)piperidin-4-yl)-1H-imidazol-5-yl)-1H-pyrrolo[2,3-b]pyridine FC1=CC=C(C=C1)C=1N(C(=CN1)C1=C2C(=NC=C1)NC=C2)C2CCN(CC2)S(=O)(=O)C